CS(=O)(=O)/C=C/[C@H](C)NC(=O)N1[C@H](C[C@H](CC1)CC(F)(F)F)C1=CC=CC=C1 (2R,4S)-N-((S,E)-4-(methylsulfonyl)but-3-en-2-yl)-2-phenyl-4-(2,2,2-trifluoroethyl)piperidine-1-carboxamide